N-(3-nitrobenzyloxycarbonyl)imidazole [N+](=O)([O-])C=1C=C(COC(=O)N2C=NC=C2)C=CC1